COC=1C=CC2=C(C1)OCC1=C2N=C(S1)N 7-methoxy-4H-chromeno[4,3-d]thiazol-2-amine